NC1=NC(=C(C=2C1=NN(N2)CC2=NN(C=C2)C)C2=C(N=CO2)C)C2=C(C#N)C=CC=C2 (4-amino-2-((1-methyl-1H-pyrazol-3-yl)methyl)-7-(4-methyl-oxazol-5-yl)-2H-[1,2,3]triazolo[4,5-c]pyridin-6-yl)benzonitrile